2-(N-(1-(1-(7-chloronaphthalen-1-yl)ethyl)piperidin-4-yl)methylsulfonamido)-N-(2-oxo-2-(prop-2-yn-1-ylamino)ethyl)acetamide ClC1=CC=C2C=CC=C(C2=C1)C(C)N1CCC(CC1)N(S(=O)(=O)C)CC(=O)NCC(NCC#C)=O